1-(2-((2-chloro-4-fluorophenyl)amino)-5-methylpyrimidin-4-yl)-N-(1-(3-chlorophenyl)-2-hydroxyethyl)-1H-imidazole-4-carboxamide ClC1=C(C=CC(=C1)F)NC1=NC=C(C(=N1)N1C=NC(=C1)C(=O)NC(CO)C1=CC(=CC=C1)Cl)C